1-[7-chloro-1,2,3,4-tetrahydronaphthalen-2-yl]-3-[(4-methanesulfonylphenoxy)methyl]piperidine ClC1=CC=C2CCC(CC2=C1)N1CC(CCC1)COC1=CC=C(C=C1)S(=O)(=O)C